CC(C(=O)OC1CCCC1)=C cyclopentyl methylacrylate